2-trifluoromethyl-3,3,3-trifluoropropene FC(C(=C)C(F)(F)F)(F)F